ClC1=CC=C(C(=N1)C(=O)O)NC(C)C1=CC(=CC=2C=3N(C(=NC12)N1CCOCC1)C=C(N3)CC(F)(F)F)C 6-chloro-3-((1-(9-methyl-5-morpholino-2-(2,2,2-trifluoroethyl)imidazo[1,2-c]quinazolin-7-yl)ethyl)amino)picolinic acid